C1(CCCC1)C1=CC(=NN1)NC1=NC(=NC=C1)N(C1CC2(CN(C2)C(=O)OC(C)(C)C)C1)C tert-butyl 6-({4-[(5-cyclopentyl-1H-pyrazol-3-yl)amino]pyrimidin-2-yl}(methyl)amino)-2-azaspiro[3.3]heptane-2-carboxylate